COC(CCC(C(C)C)C)=O methyl-4,5-dimethylhexanoate